(2-(1-methyl-2,6-dioxopiperidin-3-yl)-1-oxoisoindolin-4-yl)carbamic acid tert-butyl ester C(C)(C)(C)OC(NC1=C2CN(C(C2=CC=C1)=O)C1C(N(C(CC1)=O)C)=O)=O